S(C1=CC=C(C(C(=O)Cl)=C1)O)C1=CC=C(C(C(=O)Cl)=C1)O 5,5'-thiodisalicylic acid dichloride